C1(=CCC(C=C1)C(=C)C)C 1,5,8-p-menthatriene